6-(3-amino-1H-indazol-4-yl)-N-phenyl-2-naphthalenecarboxamide NC1=NNC2=CC=CC(=C12)C=1C=C2C=CC(=CC2=CC1)C(=O)NC1=CC=CC=C1